NC1=NC(N(C=C1)[C@H]1C[C@@H](CO1)O)=O.[K] potassium (2R,3S,5R)-5-(4-amino-2-oxopyrimidin-1(2H)-yl)-3-hydroxytetrahydrofuran